C(C)(C)C1=NC(OC1)=O (S)-4-isopropyloxazolin-2-one